3-(BENZYLOXY)-N-(5-CYANO-6-(2H-1,2,3-TRIAZOL-2-YL)PYRIDIN-3-YL)-4-CYCLOPROPYLISOTHIAZOLE-5-CARBOXAMIDE C(C1=CC=CC=C1)OC1=NSC(=C1C1CC1)C(=O)NC=1C=NC(=C(C1)C#N)N1N=CC=N1